(2R,4R)-5-Biphenyl-4-yl-2-hydroxy-4-[(1-hydroxy-1H-[1,2,3]triazole-4-carbonyl)-amino]-pentanoic acid ethyl ester C(C)OC([C@@H](C[C@@H](CC1=CC=C(C=C1)C1=CC=CC=C1)NC(=O)C=1N=NN(C1)O)O)=O